[Rh](Cl)Cl.C1(=CC=CC=C1)P([C-]1C=CC=C1)C1=CC=CC=C1.[C-]1(C=CC=C1)P(C1=CC=CC=C1)C1=CC=CC=C1.[Fe+2] [1,1'-bis(diphenylphosphino)ferrocene] rhodium dichloride